C(C)(C)(C)OC(=O)N(CC(=O)OC)CC=O methyl N-(tert-butoxycarbonyl)-N-(2-oxoethyl)glycinate